5-(6-chloro-2-(6-morpholinopyridin-3-yl)-1H-indol-5-yl)quinolin-2-ol ClC1=C(C=C2C=C(NC2=C1)C=1C=NC(=CC1)N1CCOCC1)C1=C2C=CC(=NC2=CC=C1)O